The molecule is an acyl-CoA resulting from the formal condensation of the thiol group of coenzyme A with the 1-carboxy group of 3-oxododecanedioic acid. It is a conjugate acid of a 3-oxododecanedioyl-CoA(5-). CC(C)(COP(=O)(O)OP(=O)(O)OC[C@@H]1[C@H]([C@H]([C@@H](O1)N2C=NC3=C(N=CN=C32)N)O)OP(=O)(O)O)[C@H](C(=O)NCCC(=O)NCCSC(=O)CC(=O)CCCCCCCCC(=O)O)O